N-(6-CYCLOPROPYL-1-METHYL-1H-INDAZOL-7-YL)-1-(2-(TRIFLUOROMETHYL)PYRIDIN-4-YL)-1H-PYRAZOLE-4-SULFONAMIDE C1(CC1)C1=CC=C2C=NN(C2=C1NS(=O)(=O)C=1C=NN(C1)C1=CC(=NC=C1)C(F)(F)F)C